N-[[4-[[1-(2,6-dioxo-3-piperidyl)-3-methyl-2-oxo-benzimidazol-5-yl]amino]phenyl]methyl]-5-fluoro-7-hydroxy-6-(1,1,4-trioxo-1,2,5-thiadiazolidin-2-yl)naphthalene-2-carboxamide O=C1NC(CCC1N1C(N(C2=C1C=CC(=C2)NC2=CC=C(C=C2)CNC(=O)C2=CC1=CC(=C(C(=C1C=C2)F)N2S(NC(C2)=O)(=O)=O)O)C)=O)=O